(R)-3-(5-((2-fluorobenzyl)oxy)-2-methylbenzofuran-3-carboxamido)pyrrolidine-1-carboxylic acid tert-butyl ester C(C)(C)(C)OC(=O)N1C[C@@H](CC1)NC(=O)C1=C(OC2=C1C=C(C=C2)OCC2=C(C=CC=C2)F)C